C(C(C)C)NC=1N=CC2=C(N1)NC=C2C2=CC1=C(C(NCCO1)=O)C=C2 8-(2-(isobutylamino)-7H-pyrrolo[2,3-d]pyrimidin-5-yl)-3,4-dihydrobenzo[f][1,4]oxazepin-5(2H)-one